ClC=1C=C2C(NC(N(C2=CC1CN1C=NC=CC1=O)CC1=CC=C(C=C1)OC)=O)(C(F)(F)F)C#CC1CC1 6-chloro-4-(cyclopropylethynyl)-1-(4-methoxybenzyl)-7-((6-oxopyrimidin-1(6H)-yl)methyl)-4-(trifluoromethyl)-3,4-dihydroquinazolin-2(1H)-one